7-((1R,2R)-2-fluorocyclopropane-1-carboxamido)-3-(6-((S)-1-hydroxypropyl)-4-methylpyridin-3-yl)-N,N-dimethyl-1,6-naphthyridine-2-carboxamide F[C@H]1[C@H](C1)C(=O)NC1=NC=C2C=C(C(=NC2=C1)C(=O)N(C)C)C=1C=NC(=CC1C)[C@H](CC)O